2-morpholino-4-(pyridin-3-ylmethoxy)-7-m-tolyl-6H-pyrrolo[2,3-d]pyrimidin-6(7H)-one O1CCN(CC1)C=1N=C(C2=C(N1)N(C(C2)=O)C=2C=C(C=CC2)C)OCC=2C=NC=CC2